C(#N)C=1C=NC2=CC(=C(C=C2C1SCCCCNS(=O)(=O)NC(OC(C)(C)C)=O)OC)OC tert-butyl (N-(4-((3-cyano-6,7-dimethoxyquinolin-4-yl)thio)butyl)sulfamoyl)carbamate